(4R)-4-[3-[7-[2-fluoro-4-(trifluoromethyl)phenyl]sulfonyl-2,7-diazaspiro[3.5]nonan-2-yl]-3-oxo-propyl]oxazolidin-2-one FC1=C(C=CC(=C1)C(F)(F)F)S(=O)(=O)N1CCC2(CN(C2)C(CC[C@H]2NC(OC2)=O)=O)CC1